CC1=C2C=CN3C2=C(C2=C[C@H](CN([C@@H]2C3)C)C)C=C1 (7aS,10R)-3,8,10-trimethyl-7a,8,9,10-tetrahydro-7H-indolo[7,1-fg][1,7]naphthyridine